C(C=C)[Ru] Allylruthenium